ClC1=CC=C(C=C1)C1(N(C(C2=CC(=CC(=C12)F)C(SC1=CC=C(C=C1)C)=O)=O)CC1=NC=C(C=C1)Cl)OCC1(CC1)O S-p-Tolyl 1-(4-chlorophenyl)-2-((5-chloropyridin-2-yl)methyl)-7-fluoro-1-((1-hydroxycyclopropyl)methoxy)-3-oxoisoindoline-5-carbothioate